6-morpholinohexanoate dihydrochloride Cl.Cl.O1CCN(CC1)CCCCCC(=O)O